Dodecane-2-carboxamide CC(CCCCCCCCCC)C(=O)N